2,4,6-trimethylbenzoyl-diphenylphosphinine oxide CC1=C(C(=O)C2=C(C(=P(C=C2)=O)C2=CC=CC=C2)C2=CC=CC=C2)C(=CC(=C1)C)C